[1,1':2',1''-terphenyl]-3'-ol C1(=CC=CC=C1)C1=C(C(=CC=C1)O)C1=CC=CC=C1